BrC1=CC=C2C=CC(=C(C2=C1)C1=C(OC(C2=CC=C(C=C12)Cl)=O)C1=NC=C(C=C1)C)O 4-(7-bromo-2-hydroxynaphthalen-1-yl)-6-chloro-3-(5-methylpyridin-2-yl)-1H-isochromen-1-one